4-bromo-2-methyl-6-(trifluoromethyl)pyridin-3-amine BrC1=C(C(=NC(=C1)C(F)(F)F)C)N